3-(5-(((1R,2S)-2-((2-oxaspiro[3.3]heptan-5-yl)amino)cyclohexyl)methyl)-1-oxoisoindolin-2-yl)piperidine-2,6-dione C1OCC12C(CC2)N[C@@H]2[C@H](CCCC2)CC=2C=C1CN(C(C1=CC2)=O)C2C(NC(CC2)=O)=O